FC1=CC=CC=2[C@@H](CC3=NC=CC=C3OC21)CN |o1:6| (R*)-(6-fluoro-10,11-dihydrobenzo[6,7]oxepino[3,2-b]pyridin-10-yl)methanamine